C(#N)[C@H]1N(CCS(C1)(=O)=O)C(=O)C1=NN(C=2N(C([C@H]([C@H](C21)C2CC2)NC(C2=CC(=CC=C2)C(F)(F)F)=O)=O)CC)C2=CC=CC=C2 N-((4S,5S)-3-((R)-3-cyano-1,1-dioxidothiomorpholine-4-carbonyl)-4-cyclopropyl-7-ethyl-6-oxo-1-phenyl-4,5,6,7-tetrahydro-1H-pyrazolo[3,4-b]pyridin-5-yl)-3-(trifluoromethyl)benzamide